[Cu]I copper (I) iodide